ClC=1C(=C(C(=CC1)OC)C1=CC(=NC=C1C(=O)OC)C)F methyl 4-(3-chloro-2-fluoro-6-methoxyphenyl)-6-methylnicotinate